3-[2-chloro-5-(3,5-dimethyl-2,6-dioxo-4-thioxo-1,3,5-triazinan-1-yl)-4-fluoro-phenyl]-5-methyl-4H-isoxazole-5-carboxamide ClC1=C(C=C(C(=C1)F)N1C(N(C(N(C1=O)C)=S)C)=O)C1=NOC(C1)(C(=O)N)C